1-[4-methoxy-2-(trifluoromethyl)phenyl]piperazine COC1=CC(=C(C=C1)N1CCNCC1)C(F)(F)F